CN1CCN(CC1)CCN(C)C N'-methyl-N-(2-dimethylaminoethyl)piperazine